4-(2-(difluoromethyl)-1H-benzo[d]imidazol-1-yl)-N-(1-(2-bromophenyl)-2-methylpropan-2-yl)-6-morpholino-1,3,5-triazin-2-amine FC(C1=NC2=C(N1C1=NC(=NC(=N1)N1CCOCC1)NC(CC1=C(C=CC=C1)Br)(C)C)C=CC=C2)F